tert-butyl (S,E)-(3-(3-(methyl((3-methylbenzo[b]thiophen-2-yl)methyl)amino)-3-oxoprop-1-en-1-yl)-8-oxo-6,7,8,9-tetrahydro-5H-pyrido[2,3-b]azepin-7-yl)carbamate CN(C(/C=C/C1=CC2=C(NC([C@H](CC2)NC(OC(C)(C)C)=O)=O)N=C1)=O)CC1=C(C2=C(S1)C=CC=C2)C